COC(CCCCCCC(CCCCCCC(=O)OC)(S(=O)(=O)C1=CC=C(C)C=C1)[N+]#[C-])=O.FC1=C(C=CC(=N1)C(=O)NC([2H])([2H])[2H])N1CCN(CC1)CC=1C=C2NC(C(=NC2=CC1)OC)=O 6-fluoro-5-(4-((2-methoxy-3-oxo-4H-quinoxalin-6-yl)methyl)piperazin-1-yl)-N-(Methyl-d3)pyridine-2-carboxamide dimethyl-8-isocyano-8-tosylpentadecanedioate